C(C)(=O)OCC[C@H](N/C(/C(=O)O)=C\C1=CC=C(C=C1)O)C(=O)O O-Acetylhomoserineo-Coumaric acid